NC1C(C2=CC=CC=C2C1(C)C)(C)C1=CC=C(C=C1)N amino-1-(4-aminophenyl)-1,3,3-trimethyl-indane